S(=O)(=O)(O)C1C(=O)N(C(C1)=O)OC(=O)OCCS(=O)(=O)CCOC(=O)ON1C(C(CC1=O)S(=O)(=O)O)=O bis[2-(sulfosuccinimidyloxycarbonyloxy) ethyl] sulfone